1-methyl-1H-indazol CN1N=CC2=CC=CC=C12